6-[(5-chloro-1-methyl-1H-pyrazol-3-yl)amino]-4-({4-[5-(dimethylcarbamoyl)pyrazin-2-yl]-3-methoxypyridin-2-yl}amino)-N-(2H3)methylpyridazine-3-carboxamide ClC1=CC(=NN1C)NC1=CC(=C(N=N1)C(=O)NC([2H])([2H])[2H])NC1=NC=CC(=C1OC)C1=NC=C(N=C1)C(N(C)C)=O